C1(=CC=CC=C1)N(S(=O)(=O)CC1=CC=CC=C1)SCCl N-phenyl-N-(Monochloromethylthio)toluenesulfonamide